C(CC)OC=1C2=CC=CC=C2C(=C2CCCCC12)OCCC 9,10-di-n-propoxy-1,2,3,4-tetrahydroanthracene